4-[(1-Acetylpiperidin-4-yl)methoxy]-2-(2-cyclopentylacetylamino)-6-fluorobenzamide C(C)(=O)N1CCC(CC1)COC1=CC(=C(C(=O)N)C(=C1)F)NC(CC1CCCC1)=O